C(CCCC)OCCCCC diamylether